CC1=CC=C(O1)C1=NC(=CC=2N1N=C(N2)C(F)(F)F)N 5-(5-methylfuran-2-yl)-2-(trifluoromethyl)-[1,2,4]triazolo[1,5-c]pyrimidin-7-amine